ClC1=CC(=C(C=C1)C1=C(CCCC=2C=3C(=NN(C3C=CC21)C2OCCCC2)F)CC(F)(F)F)OC 6-(4-chloro-2-methoxyphenyl)-1-fluoro-3-(tetrahydro-2H-pyran-2-yl)-7-(2,2,2-trifluoroethyl)-3,8,9,10-tetrahydrocyclohepta[e]indazole